OC1=C(C(C2CCC1C2)=O)C(=O)C=2C(=NC(=CC2)C(F)(F)F)COCCOC 4-hydroxy-3-{2-[(2-methoxyethoxy)methyl]-6-(trifluoromethyl)-3-pyridinylcarbonyl}bicyclo[3.2.1]oct-3-en-2-one